COC1=C(C=CC(=C1)S(=O)(=O)Cl)C1=CC=CC=C1 methoxy-[1,1'-biphenyl]-4-sulfonyl chloride